(3-(1H-imidazol-1-yl)-5-(trifluoromethyl)phenyl)-3-(imidazo[1,2-b]pyridazin-3-ylethynyl)-4-methylbenzamide N1(C=NC=C1)C=1C=C(C=C(C1)C(F)(F)F)C1=C(C(=O)N)C=CC(=C1C#CC1=CN=C2N1N=CC=C2)C